CN1C=CC2=CC=C(C=C12)NC1=NC=NC2=CC(=C(C=C12)[N+](=O)[O-])OCCN1CCOCC1 N-(1-methyl-1H-indol-6-yl)-7-(2-morpholinoethoxy)-6-nitroquinazolin-4-amine